NC1=CC(=NC(=C1)NC1=C(C=CC=C1)F)C(=O)N(C1=CC=CC=C1)C 4-amino-6-((2-fluorophenyl)amino)-N-methyl-N-phenylpyridinamide